ribosyl-5-amino-4-imidazolecarboxamide C1([C@H](O)[C@H](O)[C@H](O1)CO)C=1NC(=C(N1)C(=O)N)N